hydroxybenzylimidazolidinone ON1C(N(CC1)CC1=CC=CC=C1)=O